C(CCC)[C@H]1N(S(C2=C(N(C1)C1=CC=CC=C1)C=C(C(=C2)CSCC(=O)O)SC)(=O)=O)CC2=CC=C(C=C2)OC (R)-2-(((3-butyl-2-(4-methoxybenzyl)-7-(methylthio)-1,1-dioxido-5-phenyl-2,3,4,5-tetrahydro-1,2,5-benzothiadiazepin-8-yl)methyl)thio)acetic acid